5-(5-bromo-4-methyl-3-nitropyridin-2-yl)-3,4-dihydropyran-6-carboxylic acid methyl ester COC(=O)C1=C(CCCO1)C1=NC=C(C(=C1[N+](=O)[O-])C)Br